NC1=C(C=CC=2CCCCC12)C(=O)NC1=CC(=C(C=C1)F)C(F)(F)F 1-amino-N-(4-fluoro-3-(trifluoromethyl)phenyl)-5,6,7,8-tetrahydronaphthalene-2-carboxamide